FC1=CC2=C(N=C(S2)N2C[C@H](N([C@@H](C2)C)C(=O)OC2CC3(CN(C3)CC3=CC=C(C=C3)F)C2)C)C=C1 2-[(4-fluorophenyl)methyl]-2-azaspiro[3.3]heptan-6-yl (2R,6R)-4-(6-fluoro-1,3-benzothiazol-2-yl)-2,6-dimethylpiperazine-1-carboxylate